BrC=1C=C(C=CC1)C(CCCC1(CC1)C(=O)OC(C)(C)C)(C)C#N tert-butyl 1-(4-(3-bromophenyl)-4-cyanopentyl)cyclopropane-1-carboxylate